2-{(5R)-3-[2-(1-{[3,5-bis(difluoromethyl)-1H-pyrazol-1-yl]acetyl}piperidine-4-yl)-1,3-thiazol-4-yl]-4,5-dihydro-1,2-oxazol-5-yl}-3-chlorophenylmethanesulfonate FC(C1=NN(C(=C1)C(F)F)CC(=O)N1CCC(CC1)C=1SC=C(N1)C1=NO[C@H](C1)C1=C(C=CC=C1Cl)CS(=O)(=O)[O-])F